C12C3CCCC3C(CC1)CC2 tricyclo[5.2.2.02,6]-undecane